FC1=NC(=CC=C1C1=NN(C=C1C(=O)OCC1=CC=CC=C1)CC)F Benzyl 3-(2,6-difluoropyridin-3-yl)-1-ethylpyrazole-4-carboxylate